vinylbenzylmethylimidazolium bisulfate S([O-])(O)(=O)=O.C(=C)C=1[N+](=C(NC1)C)CC1=CC=CC=C1